[K].C1CCC2=C(C=3CCCC3C=C12)NC(=O)NS(=O)(=O)N1CCC12CN(C2)C N-((1,2,3,5,6,7-Hexahydro-s-indacen-4-yl)carbamoyl)-6-methyl-1,6-diazaspiro[3.3]heptane-1-sulfonamide, potassium salt